methyl (1r,3s)-3-[(3R)-3-(azetidin-3-yl)piperidin-1-yl]-1-methylcyclobutane-1-carboxylate N1CC(C1)[C@@H]1CN(CCC1)C1CC(C1)(C(=O)OC)C